tert-Butyl (3-(6-((4-((2-bromo-6-methoxypyridin-3-yl)carbamoyl)-6-(trifluoromethyl)pyridin-3-yl)amino)-2,3-difluorophenyl)propyl)carbamate BrC1=NC(=CC=C1NC(=O)C1=C(C=NC(=C1)C(F)(F)F)NC1=CC=C(C(=C1CCCNC(OC(C)(C)C)=O)F)F)OC